1-(3-Nitro-benzyl)-1H-indole-5-carboxamidine [N+](=O)([O-])C=1C=C(CN2C=CC3=CC(=CC=C23)C(=N)N)C=CC1